(3-(Benzyloxy)-2-(hydroxymethyl)-4-(methoxy-d3)phenyl)-N-(4-(benzyloxy)-3-methoxyphenethyl)acetamide C(C1=CC=CC=C1)OC=1C(=C(C=CC1OC([2H])([2H])[2H])CC(=O)NCCC1=CC(=C(C=C1)OCC1=CC=CC=C1)OC)CO